N-((2-(6-(2-oxa-5-azabicyclo[2.2.1]heptan-5-yl)pyridin-2-yl)-1,6-naphthyridin-7-yl)methyl)-3-fluoro-5-(methylsulfonyl)benzamide C12OCC(N(C1)C1=CC=CC(=N1)C1=NC3=CC(=NC=C3C=C1)CNC(C1=CC(=CC(=C1)S(=O)(=O)C)F)=O)C2